4-nitro(p-nitro)phenethylamine [N+](=O)([O-])C1(CC=C(CCN)C=C1)[N+](=O)[O-]